2-(1-(4-cyano-5,5-difluoro-3-((S)-2-methylazetidin-1-yl)-6,7-dihydro-5H-cyclopenta[c]pyridin-1-yl)pyrrolidin-3-yl)acetic acid C(#N)C=1C2=C(C(=NC1N1[C@H](CC1)C)N1CC(CC1)CC(=O)O)CCC2(F)F